FC1=CC=C(OC2=CC=C(C=C2)C=2OC3=CC=C(C=C3C(C2)=O)OC)C=C1 2-(4-(4-fluorophenoxy)phenyl)-6-methoxy-4H-chromen-4-one